Methyl-4-iodo-3-(spiro[2.3]hexan-5-yl)-1H-pyrazole CN1N=C(C(=C1)I)C1CC2(CC2)C1